O=C1NC(CCC1C1=C(CN2CCN(CC2)C2=CC3=C(N(C(=N3)NC(C3=CC(=CC=C3)C(F)(F)F)=O)C3CCC(CC3)CO)C=C2)C=CC=C1)=O N-(5-(4-(2-(2,6-dioxopiperidin-3-yl)benzyl)piperazin-1-yl)-1-((1s,4s)-4-(hydroxymethyl)cyclohexyl)-1H-benzo[d]imidazol-2-yl)-3-(trifluoromethyl)benzamide